FC=1C=C(C=C(C1)F)CC(=O)N[C@@H](C)C(=O)N[C@H]1C2=C(C3=C(N(C1=O)C)C=CC=C3)C=CC=C2 7-(S)-[N'-(3,5-difluorophenylacetyl)-L-alaninyl]Amino-5-methyl-5,7-dihydro-6H-dibenzo[b,d]Azepin-6-one